FC1(CCN(CC1)CCCN(CC(=O)O)C(=O)OCC=1C=C2C=3C=CC=CC3CC2=CC1)F 2-[3-(4,4-difluoropiperidin-1-yl)propyl-(9H-fluoren-6-ylmethoxycarbonyl)amino]acetic acid